C1(CCCCC1)N1C(=O)N(C=2N=C(NC2C1=O)C=1C=NC(=CC1)NCCCN1C(CCC1)=O)C1CCCCC1 1,3-dicyclohexyl-8-(6-((3-(2-oxo-1-pyrrolidinyl)propyl)amino)-3-pyridinyl)xanthine